2,6-dimethylnaphthalenedicarboxylic acid CC1(C(C2=CC=C(C=C2C=C1)C)C(=O)O)C(=O)O